8-Bromo-2-(2-(((tert-butyldimethylsilyl)oxy)methyl)phenyl)-3-hydroxy-6-methyl-4H-chromen-4-one BrC=1C=C(C=C2C(C(=C(OC12)C1=C(C=CC=C1)CO[Si](C)(C)C(C)(C)C)O)=O)C